14-fluoro-16-methyl-17-oxo-10-oxa-2,12,16,18,20-pentazapentacyclo[9.7.1.14,7.02,8.015,19]icosa-1(18),11,13,15(19)-tetraene-20-carboxylate FC1=CN=C2OCC3C4CCC(CN3C3=NC(N(C1=C32)C)=O)N4C(=O)[O-]